Rac-ethyl 2-[4-[4-amino-2-(N-[2-amino-1-methyl-2-oxo-ethyl]-4-fluoro-anilino) thiazole-5-carbonyl] phenoxy]-2-methyl-propionate NC=1N=C(SC1C(=O)C1=CC=C(OC(C(=O)OCC)(C)C)C=C1)N(C1=CC=C(C=C1)F)[C@@H](C(=O)N)C |r|